(S)-3-(pyrido[2,3-b]pyrazin-7-yl)-3-(5-(2-(5,6,7,8-tetrahydro-1,8-naphthyridin-2-yl)ethoxy)-1H-indazol-1-yl)propionic acid N1=C2C(=NC=C1)N=CC(=C2)[C@H](CC(=O)O)N2N=CC1=CC(=CC=C21)OCCC2=NC=1NCCCC1C=C2